spiro[pyrrolidine-3,1'-tetrahydronaphthalene] C12(CCCC3=CC=CC=C13)CNCC2